ClC=1C(=NC(=NC1)NC1CCOCC1)C1=CC=C2CN(C(C2=C1)=O)CC(N1CC2=CC=C(C=C2CC1)N1CCN(CC1)C(C)C)=O 6-{5-chloro-2-[(oxan-4-yl)amino]pyrimidin-4-yl}-2-(2-oxo-2-{6-[4-(propan-2-yl)piperazin-1-yl]-1,2,3,4-tetrahydroisoquinolin-2-yl}ethyl)-2,3-dihydro-1H-isoindol-1-one